CC1=CC(=NC(=N1)C1=CC=CC=C1)N1CC2(C=3C=NC(=CC31)NC(C)=O)CC2 N-(1'-(6-methyl-2-phenylpyrimidin-4-yl)-1',2'-dihydrospiro[cyclopropane-1,3'-pyrrolo[3,2-c]pyridin]-6'-yl)acetamide